tert.butyl cumyl peroxide C(C)(C)(C1=CC=CC=C1)OOC(C)(C)C